O=C1NC(CCC1N1C(C2=CC=C(C(=C2C1=O)F)CN1CCN(CC1)C1=CC=C(C(=O)NC2=CC(=C(C=C2)C)NC2=NC=CC(=N2)C=2C=NC=CC2)C=C1)=O)=O 4-(4-((2-(2,6-dioxopiperidin-3-yl)-4-fluoro-1,3-dioxoisoindolin-5-yl)methyl)piperazin-1-yl)-N-(4-methyl-3-((4-(pyridin-3-yl)pyrimidin-2-yl)amino)phenyl)benzamide